4-((2-hydroxyethyl)sulphonamido)-2-methyl-N-(3-(N-methylsulfamoyl)phenyl)-6-(6-azaspiro[2.5]octan-6-yl)benzamide OCCS(=O)(=O)NC1=CC(=C(C(=O)NC2=CC(=CC=C2)S(NC)(=O)=O)C(=C1)N1CCC2(CC2)CC1)C